CC1=CC=CC2=C1N(C(N2)=O)C2CCNCC2 7-methyl-1-(piperidin-4-yl)-1,3-dihydro-2H-benzo[d]imidazol-2-one